FC1=C(C=C(C=C1C)NC(=O)C1=C(N(C(=C1C)C(C(=O)NC1(CCC(CC1)O)C)=O)C)C)C N-(4-fluoro-3,5-dimethylphenyl)-5-(2-(((1r,4r)-4-hydroxy-1-methylcyclohexyl)amino)-2-oxoacetyl)-1,2,4-trimethyl-1H-pyrrole-3-carboxamide